1-(4-(pyridin-4-yl)-5H-chromeno[4,3-c]pyridin-8-yl)pyrrolidin-2-one N1=CC=C(C=C1)C=1C2=C(C=NC1)C=1C=CC(=CC1OC2)N2C(CCC2)=O